BrC=1C(=NC(=CC1N)C=1SC=CN1)C1=NC(=CN=C1C)Cl 3-bromo-2-(6-chloro-3-methylpyrazin-2-yl)-6-(thiazol-2-yl)pyridin-4-amine